ClC=1C(=C(C(=CC1)F)[C@@H](NC(=O)[C@H]1C[C@H]([C@H](C1)O)SCC)C12CCC(CC1)(C2)F)F (1R,3R,4S)-N-((S)-(3-chloro-2,6-difluorophenyl)(4-fluoro-bicyclo[2.2.1]hept-1-yl)methyl)-3-(ethylsulfanyl)-4-hydroxycyclopentane-1-carboxamide